2-amino-2-(2-(6-fluoro-1H-indole-3-carbonyl)thiazol-4-yl)acetonitrile NC(C#N)C=1N=C(SC1)C(=O)C1=CNC2=CC(=CC=C12)F